O1C(=CC=C1)C1=NN2C(NC=3C=CC=CC3C2=N1)=O 2-(2-furyl)[1,2,4]triazolo[1,5-c]quinazolin-5(6H)-one